4-(3-(1,1-difluoro-4-oxobutyl)-5-(4-fluorophenyl)-1H-pyrazol-1-yl)benzenesulfonamide FC(CCC=O)(F)C1=NN(C(=C1)C1=CC=C(C=C1)F)C1=CC=C(C=C1)S(=O)(=O)N